6-(fluoromethyl)-N-[3-[(1S)-1-[(4-methyl-1,2,4-triazol-3-yl)sulfanyl]ethyl]phenyl]pyridine-2-carboxamide FCC1=CC=CC(=N1)C(=O)NC1=CC(=CC=C1)[C@H](C)SC1=NN=CN1C